8-((1R,2R)-2-hydroxy-2-methylcyclopentyl)-2-(((1R,5S)-8-(methylsulfonyl)-8-azabicyclo[3.2.1]oct-3-yl)amino)-6-((trimethylsilyl)ethynyl)pyrido[2,3-d]pyrimidin-7(8H)-one O[C@]1([C@@H](CCC1)N1C(C(=CC2=C1N=C(N=C2)NC2C[C@H]1CC[C@@H](C2)N1S(=O)(=O)C)C#C[Si](C)(C)C)=O)C